C(C1=CC=CC=C1)N1CC=2C(N(C=3N=CC=CC3C2CC1)CC1CCC1)=O 3-benzyl-6-(cyclobutylmethyl)-2,3,4,6-tetrahydropyrido[3,4-c][1,8]naphthyridine-5(1H)-one